5-(((tetrahydro-2H-pyran-2-yl)oxy)methyl)benzoic acid O1C(CCCC1)OCC=1C=CC=C(C(=O)O)C1